1,1'-(1,3-phenylene)bis(N,N,N-trimethylmethanaminium) C1(=CC(=CC=C1)C[N+](C)(C)C)C[N+](C)(C)C